O=C1NC(CCC1OC1=CC=C(C=C1)C1CCN(CC1)C(C(=O)O)C)=O 4-[4-[(2,6-Dioxo-3-piperidyl)oxy]phenyl]-1-piperidyl-propanoic acid